NCCC1=C(C=C(C(=C1)C)CCN)C 2,5-bis-aminoethyl-p-xylene